CC1([C@H]([C@@H]1C=1SC(=CN1)S(N)(=O)=O)C(=O)OC(C)(C)C)C tert-butyl (1S,3S)-2,2-dimethyl-3-(5-sulfamoyl-1,3-thiazol-2-yl)cyclopropanecarboxylate